N[C@@H](CCC(=O)[O-])C(=O)OC(CCCCCCC)=O.[Na+].[Na+].C(CCCCCCC)(=O)OC([C@@H](N)CCC(=O)[O-])=O disodium octoyl glutamate